2,4-Dichlorobenzaldehyde ClC1=C(C=O)C=CC(=C1)Cl